O1CCC(CC1)CNC(N)=O 3-((tetrahydro-2H-pyran-4-yl)methyl)urea